FC(C1=CC=C(C=C1)N1N=CC(=C1)B(O)O)(F)F (1-(4-(trifluoromethyl)phenyl)-1H-pyrazol-4-yl)boronic acid